methyl 2-[(2's,4r)-6-cyclopropyl-2',5-difluoro-1-oxo-spiro[3H-isoquinoline-4,1'-cyclopropane]-2-yl]acetate C1(CC1)C=1C(=C2C(=CC1)C(N(C[C@]21[C@H](C1)F)CC(=O)OC)=O)F